3-bromo-1-(tetrahydro-2H-pyran-4-yl)-1H-indazole-5-carboxylic acid methyl ester COC(=O)C=1C=C2C(=NN(C2=CC1)C1CCOCC1)Br